(R)-4-(3-amino-5-fluorochroman-7-yl)piperazine-1-carboxylic acid tert-butyl ester C(C)(C)(C)OC(=O)N1CCN(CC1)C1=CC(=C2C[C@H](COC2=C1)N)F